4-[(3S)-3-amino-3-methylpyrrolidin-1-yl]-5-(3-cyano-5-methoxyphenyl)-N-(4,4-difluorocyclohexyl)-6-methylpyridine-3-carboxamide N[C@@]1(CN(CC1)C1=C(C=NC(=C1C1=CC(=CC(=C1)OC)C#N)C)C(=O)NC1CCC(CC1)(F)F)C